2-[[(1R)-1-[3,6-Dimethyl-2-(1-methylindazol-3-yl)-4-oxo-chromen-8-yl]ethyl]amino]-6-fluoro-benzoic acid CC1=C(OC2=C(C=C(C=C2C1=O)C)[C@@H](C)NC1=C(C(=O)O)C(=CC=C1)F)C1=NN(C2=CC=CC=C12)C